methylsulfinylsulfonamide CS(=O)S(=O)(=O)N